CC=1C2=C(N=CN1)N(C=C2)[C@H]2[C@@H]([C@@H]([C@H](C2)OC2=C1CCN(CC1=CC=C2)C)O)O (1S,2S,3R,5S)-3-(4-methyl-7H-pyrrolo[2,3-d]pyrimidin-7-yl)-5-[(2-methyl-1,2,3,4-tetrahydroisoquinolin-5-yl)oxy]cyclopentane-1,2-diol